1-(4-methyl-1,2,4-triazol-3-yl)piperazine CN1C(=NN=C1)N1CCNCC1